C(C)(C)(C)OC(=O)C1=CC=C(C=C1)COCCCN1N=NC2=C1C=CC(=C2C)C(CC(=O)OCC)C2=CC=C1CCN(CC1=C2)C(=O)OC(C)(C)C tert-Butyl 7-{1-[1-(3-{[4-(tert-butoxycarbonyl)phenyl]methoxy}propyl)-4-methyl-1H-benzotriazol-5-yl]-3-ethoxy-3-oxopropyl}-3,4-dihydroisoquinoline-2(1H)-carboxylate